O1[C@@H](COCC1)CNC(=O)C1=C(C2=C(CCC3=CN(N=C23)C[C@H]2OCC2)O1)C N-[(2R)-1,4-dioxan-2-ylmethyl]-8-methyl-2-[(2S)-oxetan-2-ylmethyl]-4,5-dihydro-2H-furo[2,3-g]indazole-7-carboxamide